2-(3,5-difluoro-4-((2-(trifluoromethyl)pyridin-4-yl)oxy)phenyl)ethan-1-ol FC=1C=C(C=C(C1OC1=CC(=NC=C1)C(F)(F)F)F)CCO